4-chloro-3-bromobenzoyl chloride ClC1=C(C=C(C(=O)Cl)C=C1)Br